3-dimethylamino-2,2-dimethyl-1-Propanol CN(CC(CO)(C)C)C